γ-(2-hydroxylethyl)aminopropylmethyldiethoxysilane OCCNCCC[Si](OCC)(OCC)C